OC=1C=C(C=CC1)/C=C/C(=O)OCCC1=CC=CC=C1 (E)-phenethyl 3-(3-hydroxyphenyl)acrylate